C(C)(C)(C)OC(=O)NC=1C=NN(C(C1)=O)[C@@H](C(=O)O)C (2R)-2-(4-{[(tert-butoxy)carbonyl]amino}-6-oxopyridazin-1-yl)propanoic acid